ClC1=CC=C(C=C1)CC(=O)N1CCC(CC1)C=1C=C(C(=NC1)C(=O)NCC(=O)O)O (5-(1-(2-(4-chlorophenyl)acetyl)-piperidin-4-yl)-3-hydroxy-pyridine-2-carbonyl)glycine